3-((R)-1'-(7-(((R)-1-(2,4-dichlorophenyl)ethyl)amino)-[1,2,4]triazolo[1,5-a]pyrimidin-5-yl)-[3,4'-bipiperidin]-1-yl)propan-1-ol ClC1=C(C=CC(=C1)Cl)[C@@H](C)NC1=CC(=NC=2N1N=CN2)N2CCC(CC2)[C@@H]2CN(CCC2)CCCO